C(C)(=O)[O-].C1(=CC=CC=C1)[Sn+](C1=CC=CC=C1)C1=CC=CC=C1 triphenylstannum acetate